N-[1,1'-biphenyl]-4-yl-dibenzothiophene-4-amine C1(=CC=C(C=C1)NC1=CC=CC2=C1SC1=C2C=CC=C1)C1=CC=CC=C1